fluorenylidene-acridan C1(C=CC=C2C3=CC=CC=C3C=C12)=C1C2=CC=CC=C2NC=2C=CC=CC12